Cl.N[C@H](C(=O)N(C)C(CC1=CC2=C(OCO2)C=C1)C)CC1=CC=CC=C1 (2S)-2-Amino-N-[2-(1,3-benzodioxol-5-yl)-1-methyl-ethyl]-N-methyl-3-phenyl-propanamide hydrochloride